1-(2-{8-[(2,5-difluoro-4-methylphenyl)methyl]imidazo[1,2-a]pyrazin-6-yl}-4-hydroxypyrimidin-5-yl)ethanone FC1=C(C=C(C(=C1)C)F)CC=1C=2N(C=C(N1)C1=NC=C(C(=N1)O)C(C)=O)C=CN2